F[C@H]1[C@H](C1)C(=O)NC1=NC=C2C=C(C(N(C2=C1)C)=O)C=1C=NC(=CC1C)[C@H](CC=C)O (1R,2R)-2-fluoro-N-(3-(6-((S)-1-hydroxybut-3-en-1-yl)-4-methylpyridin-3-yl)-1-methyl-2-oxo-1,2-dihydro-1,6-naphthyridin-7-yl)cyclopropane-1-carboxamide